3,4-diphenylfuran C1(=CC=CC=C1)C1=COC=C1C1=CC=CC=C1